1-hydroxyethyl-3-dodecyl-imidazole OC(C)C1=NC=CN1CCCCCCCCCCCC